(S)-2-(((Benzyloxy)carbonyl)amino)-3-(5-((5,6,7,8-tetrahydro-1,8-naphthyridin-2-yl)methoxy)-2H-indazol-2-yl)propanoic acid C(C1=CC=CC=C1)OC(=O)N[C@H](C(=O)O)CN1N=C2C=CC(=CC2=C1)OCC1=NC=2NCCCC2C=C1